C(C)(C)(C)OC(=O)N1CC=C(CC1)C=1C=CC=2NC3=CC(=CC=C3C2C1)C1=CC=NC=C1 4-(7-(pyridin-4-yl)-9H-carbazol-3-yl)-5,6-dihydropyridine-1(2H)-carboxylic acid tert-butyl ester